[O-][As](=O)([O-])[O-].[Na+].[Na+].[Na+] The molecule is an inorganic sodium salt composed from sodium cations and arsenate anions in a 3:1 ratio. It has a role as a poison, a nephrotoxin and a hepatic steatosis inducing agent. It contains an arsenate(3-).